2-[(6-bromo-2-methylpyridin-3-yl)amino]ethanol BrC1=CC=C(C(=N1)C)NCCO